1-Undecyl-1-methylpiperidinium acetat C(C)(=O)[O-].C(CCCCCCCCCC)[N+]1(CCCCC1)C